C(C)C1=NN(C(=C1)CBr)C1=C(C=C(C=C1)Cl)C(C1=C(C=CC=C1)F)=O Ethyl-5-(bromomethyl)-1-[4-chloro-2-(2-fluorobenzoyl)phenyl]-1H-pyrazol